potassium 4-chloro-7H-pyrrolo[2,3-d]pyrimidin-7-ide salt ClC=1C2=C(N=CN1)[N-]C=C2.[K+]